tert-butyl (E)-3-(6-azidoquinolin-3-yl)but-2-enoate N(=[N+]=[N-])C=1C=C2C=C(C=NC2=CC1)/C(=C/C(=O)OC(C)(C)C)/C